N1=NC(=CC=C1)CNC(=O)[C@@H]1CC12CCN(CC2)C(=O)OC(C(F)(F)F)C(F)(F)F 1,1,1,3,3,3-hexafluoropropan-2-yl (R)-1-((pyridazin-3-ylmethyl)carbamoyl)-6-azaspiro[2.5]octane-6-carboxylate